N1CCC(CC1)N1CCOCCC1 4-(piperidin-4-yl)-1,4-oxaazepan